FC1(CCN(CC1)C1(C(NC2=C(C(=CC=C12)F)F)=O)C1=CC=C(C=C1)O)F 3-(4,4-difluoropiperidin-1-yl)-6,7-difluoro-3-(4-hydroxyphenyl)indolin-2-one